NC(CCCCC(=O)O)CCCCCC 6-aminododecanoic acid